2-cyclopropylsulfonyl-5-phenyl-6,7-dihydro-5H-pyrrolo[1,2-b][1,2,4]triazol C1(CC1)S(=O)(=O)C=1N=C2N(N1)C(CC2)C2=CC=CC=C2